C(C)(C)(C)C1=C(N=C(S1)N(C(=O)C1CC(C1)NC#N)C)Cl (1r,3r)-N-(5-tert-butyl-4-chloro-1,3-thiazol-2-yl)-3-(cyanoamino)-N-methylcyclobutane-1-carboxamide